3-[(4-chlorophenyl)methyl]-1-(4-iodopyridin-2-yl)-1H-pyrazol-5-ol ClC1=CC=C(C=C1)CC1=NN(C(=C1)O)C1=NC=CC(=C1)I